(1S,4S)-4-(1,5-dimethylpyrazol-4-yl)-1-methyl-1,2,3,4-tetrahydroisoquinoline CN1N=CC(=C1C)[C@H]1CN[C@H](C2=CC=CC=C12)C